1-((1,1-dioxidotetrahydro-2H-thiopyran-4-yl)methyl)pyrrolidin O=S1(CCC(CC1)CN1CCCC1)=O